tert-butyl 4-(2-(4-cyanophenyl)-8-fluoro-11-(methylthio)-5H-benzo[e]pyrrolo[1,2-a][1,4]diazepin-7-yl)piperazine-1-carboxylate C(#N)C1=CC=C(C=C1)C=1C=C2N(CC3=C(N=C2SC)C=C(C(=C3)N3CCN(CC3)C(=O)OC(C)(C)C)F)C1